Cl.COC([C@@H](N)CS)=O (R)-cysteine methyl ester hydrochloride